1,1-diphenylethyl acrylate C(C=C)(=O)OC(C)(C1=CC=CC=C1)C1=CC=CC=C1